N1N=C(C=2C1=NC=CC2)CN 1H-pyrazolo[3,4-b]pyridin-3-ylmethylamine